C(=O)OCC1C(CC[C@H]2C(CCC[C@]12C)(C)C)=O |r| ((4aSR,8aSR)-5,5,8a-trimethyl-2-oxodecahydronaphthalen-1-yl)methyl formate